(R)-5-(((tert-butyldiphenylsilyl)oxy)methyl)dihydrofuran-2(3H)-one [Si](C1=CC=CC=C1)(C1=CC=CC=C1)(C(C)(C)C)OC[C@H]1CCC(O1)=O